N1=NC(=CC2=C1C1=C(CCC2)C=CC=C1)N1N=C(N=C1N)NC1=CC=C2CCN(CC2=C1)C1CCCC1 1-(6,7-dihydro-5H-benzo[6,7]cyclohepta[1,2-c]pyridazin-3-yl)-N3-(2-cyclopentyl-1,2,3,4-tetrahydroisoquinolin-7-yl)-1H-1,2,4-triazole-3,5-diamine